1-(3,5-Difluoropyridin-2-yl)-1H-pyrazol-3-amine FC=1C(=NC=C(C1)F)N1N=C(C=C1)N